ClC1=NC(=C2C=C(C=NC2=C1)I)OC1CCC(CC1)NC(O)=O.OC1[C@H](N)[C@@H](O)[C@@H](O)[C@H](O1)CO Galactosamine [4-[(7-chloro-3-iodo-1,6-naphthyridin-5-yl)oxy]cyclohexyl]carbamate